N,N-dimethylacrylcysteine CN([C@@](CS)(C(=O)O)C(=O)C=C)C